α-hydroxyisopropylbiphenyl OC(C)(C)C1=C(C=CC=C1)C1=CC=CC=C1